C=1N=CN2C1C1=CC=CC=C1[C@@H]2[C@@H]2[C@H](C=1C=NN=CC1CC2)O (5R,6R)-6-((S)-5H-Imidazo[5,1-a]isoindol-5-yl)-5,6,7,8-tetrahydrophthalazin-5-ol